ethyl 2,4,5-trifluoro-3-methoxybenzoate FC1=C(C(=O)OCC)C=C(C(=C1OC)F)F